2-(1,3-Benzoxazol-2-yl)ethanamine O1C(=NC2=C1C=CC=C2)CCN